4-(2-Chlorophenyl)-5-methyl-2-(2-naphthylmethyl)imidazole ClC1=C(C=CC=C1)C=1N=C(NC1C)CC1=CC2=CC=CC=C2C=C1